2-Methylpropane-1,2-diol CC(CO)(C)O